(S)-2-bromo-N-(2-methyl-5-(2-(2-methylpiperidin-1-yl)acetamido)pyridin-3-yl)pyrazolo[5,1-b]Thiazole-7-carboxamide BrC1=CN2C(S1)=C(C=N2)C(=O)NC=2C(=NC=C(C2)NC(CN2[C@H](CCCC2)C)=O)C